N1C(=NC2=C1C=CC=C2)CNC2=NC(=NN1C2=NC=C1Br)N1[C@@H](CCCC1)CO [(2S)-1-(4-{[(1H-benzimidazol-2-yl)methyl]amino}-7-bromoimidazo[2,1-f][1,2,4]triazin-2-yl)piperidin-2-yl]methanol